3-azido-L-tyrosine N(=[N+]=[N-])C=1C=C(C[C@H](N)C(=O)O)C=CC1O